2-amino-1-(5-chloro-1H-indazol-4-yl)-7-cyano-6-cyclopropyl-pyrrolo[3,2-c]pyridine-3-carboxamide NC1=C(C=2C=NC(=C(C2N1C1=C2C=NNC2=CC=C1Cl)C#N)C1CC1)C(=O)N